C1(=CC=CC=C1)C=1C=C2C=CNCC2=CC1 6-phenyl-1,2-dihydroisoquinoline